[3-(4-chlorophenyl)isoxazol-5-yl]methanone ClC1=CC=C(C=C1)C1=NOC(=C1)C=O